C(C(C)(C)C)(=O)ON(C1=CC(=C(C(=N1)C)CN)C)OC(C(C)(C)C)=O (6-(bis(pivaloyloxy)amino)-2,4-dimethylpyridin-3-yl)methanamine